COC=1C=C(C(=C(C1O)O)C=1C=NC=CC1)C1=NC2=C(C=NC=C2)N1C 6-methoxy-4-(3-methyl-3H-imidazo[4,5-c]pyridin-2-yl)-3-(pyridin-3-yl)benzene-1,2-diol